THIAZOLYL-PYRAZOLO[1,5-A]PYRIDINE S1C(=NC=C1)C1=NN2C(C=CC=C2)=C1